N-(6-methoxybenzo[d]thiazol-2-yl)-4-(N-(4-methoxyphenyl)-N-methylsulfamoyl)benzamide COC1=CC2=C(N=C(S2)NC(C2=CC=C(C=C2)S(N(C)C2=CC=C(C=C2)OC)(=O)=O)=O)C=C1